C(C(=C)C)(=O)O.C(C=C)(=O)O.C(C=C)(=O)O.CC(COC(C)COC(C)CO)O Tripropylene glycol diacrylate (methacrylate)